N-(5-(6-(4-fluorophenyl)-1-oxo-3,4-dihydroisoquinolin-2(1H)-yl)-2-hydroxyphenyl)methanesulfonamide FC1=CC=C(C=C1)C=1C=C2CCN(C(C2=CC1)=O)C=1C=CC(=C(C1)NS(=O)(=O)C)O